cyclopropyl(3-(2,3-diaminopyridin-4-yl)-3,8-diazabicyclo[3.2.1]octan-8-yl)methanone C1(CC1)C(=O)N1C2CN(CC1CC2)C2=C(C(=NC=C2)N)N